OC1=C(C=CC(=C1)O)C=1N=C(SC1)C(C(=O)N)(C)C [4-(2,4-Dihydroxyphenyl)-1,3-thiazol-2-yl]-2-methylpropanamid